C(#N)C=1C=C(C=2N(N1)C(=CN2)[C@H]2[C@@H]([C@@H]([C@H](O2)COP(=O)(O)CP(O)(O)=O)O)O)N2CC1C(C2)CCC1 (((((2R,3S,4R,5S)-5-(6-cyano-8-(hexahydrocyclopenta[c]pyrrol-2(1H)-yl)imidazo[1,2-b]pyridazin-3-yl)-3,4-dihydroxytetrahydrofuran-2-yl)methoxy)(hydroxy)phosphoryl)methyl)phosphonic acid